tert-butyl trans-4-amino-3-ethylpiperidine-1-carboxylate N[C@H]1[C@@H](CN(CC1)C(=O)OC(C)(C)C)CC